N-[2-(p-t-butylbenzenesulfonyloxy)phenyl]-N'-[4-(p-t-butylbenzenesulfonyloxy)phenyl]urea C(C)(C)(C)C1=CC=C(C=C1)S(=O)(=O)OC1=C(C=CC=C1)NC(=O)NC1=CC=C(C=C1)OS(=O)(=O)C1=CC=C(C=C1)C(C)(C)C